FC(S(=O)(=O)OC1=NC=CN=C1C(C)(C)C)(F)F 3-(tert-butyl)pyrazin-2-yl trifluoromethanesulfonate